5-(1H-indole-3-yl)-2-(4-methoxyphenyl)oxazole-4-carboxylic acid N1C=C(C2=CC=CC=C12)C1=C(N=C(O1)C1=CC=C(C=C1)OC)C(=O)O